[Si](C1=CC=CC=C1)(C1=CC=CC=C1)(C(C)(C)C)OCCC(CCC(=O)O)CCCCCCCCC\C=C/C\C=C/CCCCC (14Z,17Z)-4-(2-((tert-butyldiphenylsilyl)oxy)ethyl)tricosa-14,17-dienoic acid